6-(3-isopropyl-5-(1-isopropylpiperidin-4-yl)-4-methyl-1H-pyrrolo[2,3-c]pyridin-2-yl)-8-methoxy-[1,2,4]triazolo[1,5-a]pyridine C(C)(C)C1=C(NC2=CN=C(C(=C21)C)C2CCN(CC2)C(C)C)C=2C=C(C=1N(C2)N=CN1)OC